tert-butyl 8-(cyclopropylmethyl)-7-(7-fluoro-5-methoxycarbonyl-1-methyl-benzoimidazol-2-yl)-3,3-dimethyl-2-oxo-pyrrolo[3,2-g]indole-1-carboxylate C1(CC1)CN1C(=CC=2C=CC3=C(C12)N(C(C3(C)C)=O)C(=O)OC(C)(C)C)C3=NC1=C(N3C)C(=CC(=C1)C(=O)OC)F